N[C@@H]1CN(CC1)C(=O)OC(C)(C)C |r| rac-tert-butyl (S)-3-aminopyrrolidine-1-carboxylate